OC1=C2C(C(=O)OC2=O)=CC=C1O 3,4-dihydroxyphthalic anhydride